O([C@H]1[C@H](O)[C@H](O)[C@@H](O)[C@@H](O1)C)C1=CC=C(C=C1)[N+](=O)[O-] p-Nitrophenyl α-L-rhamnopyranoside